methyl 2-((4-(3-((4-cyano-2-fluorobenzyl)oxy)-1H-pyrazol-1-yl)piperidin-1-yl)methyl)-1-((1-(2,2,2-trifluoroethyl)-1H-imidazol-5-yl)methyl)-1H-benzo[d]imidazole-6-carboxylate C(#N)C1=CC(=C(COC2=NN(C=C2)C2CCN(CC2)CC2=NC3=C(N2CC2=CN=CN2CC(F)(F)F)C=C(C=C3)C(=O)OC)C=C1)F